BrC1=CC=C(C=N1)[C@H]1CC2(CC(C2)(F)F)CCN1C(=O)OC(C)(C)C |r| tert-butyl (RS)-6-(6-bromopyridin-3-yl)-2,2-difluoro-7-azaspiro[3.5]nonane-7-carboxylate